N-(8-hydroxy-5-phenyl-2,7-naphthyridin-3-yl)cyclopropanecarboxamide OC=1N=CC(=C2C=C(N=CC12)NC(=O)C1CC1)C1=CC=CC=C1